4-chloro-3-[4-[(3S)-tetrahydro-3-furanoxy]benzyl]phenyl-magnesium iodide ClC1=C(C=C(C=C1)[Mg]I)CC1=CC=C(C=C1)O[C@@H]1COCC1